1-(phenethyl)-aniline C(CC1=CC=CC=C1)C1(N)CC=CC=C1